4,5-bis[2-(ethoxyethylthio)acetylamino]-pentanamide C(C)OCCSCC(=O)NC(CCC(=O)N)CNC(CSCCOCC)=O